4-(2-((tert-Butoxycarbonyl)imino)-4,4-diethyl-6-oxotetrahydropyrimidin-1(2H)-yl)chroman-6-carboxylic acid methyl ester COC(=O)C=1C=C2C(CCOC2=CC1)N1C(NC(CC1=O)(CC)CC)=NC(=O)OC(C)(C)C